C(C)(C)(C)OC(=O)N[C@H](CC(=O)OCC1=CC=CC=C1)CSC1=CC=CC=C1 Benzyl (R)-3-((tert-butoxycarbonyl)amino)-4-(phenylthio)butanoate